(3E)-6-chloro-3-hexenylmethoxymethyl ether ClCC/C=C/CCC(OC)OC(CC\C=C\CCCl)OC